COC1=C(C=CC(=C1)OC)CNC(=O)C1=CC2=C(C(=N1)C=1N=C(SC1C=O)C1=CC(=NN1CCCOC1OCCCC1)C)C=NN2C N-[(2,4-dimethoxyphenyl)methyl]-4-[5-formyl-2-(3-methyl-1-{3-[(oxan-2-yl)oxy]propyl}-1H-pyrazol-5-yl)-1,3-thiazol-4-yl]-1-methyl-1H-pyrazolo[4,3-c]pyridine-6-carboxamide